Cl.FC=1C(=C(C=CC1F)NC1=CN=C(C=C1C(=O)O)C(F)(F)F)C 5-((3,4-difluoro-2-methylphenyl)amino)-2-(trifluoromethyl)isonicotinic acid, hydrochloride